(S)-1'-chloro-8-(difluoromethoxy)-6-(trifluoromethyl)-7',8'-dihydro-3H,6'H-spiro[imidazo[1,2-a]pyridine-2,5'-isoquinoline] ClC1=NC=CC=2[C@]3(CCCC12)N=C1N(C=C(C=C1OC(F)F)C(F)(F)F)C3